tert-Butyl rac-7,7-difluoro-2-oxohexahydrooxazolo[4,5-c]pyridine-5(4H)-carboxylate FC1(C2C(CN(C1)C(=O)OC(C)(C)C)NC(O2)=O)F